ClC=1N=NC(=C2C1N=CC=C2)NCC2(COCC2)O 3-(((8-chloropyrido[2,3-d]pyridazin-5-yl)amino)methyl)tetrahydrofuran-3-ol